4-(1-(4-(3-(1-Methyl-1H-indazol-6-yl)-1,4-dihydrothieno[2',3':4,5]cyclopenta[1,2-c]pyrazol-6-yl)phenyl)propyl)morpholine CN1N=CC2=CC=C(C=C12)C=1C2=C(NN1)C1=C(C2)SC(=C1)C1=CC=C(C=C1)C(CC)N1CCOCC1